C1C(CC2CC(CC12)=O)=O tetrahydro-pentalene-2,5(1H,3H)-dione